3-(trifluoromethyl)-2-pyridinebutanoic acid FC(C=1C(=NC=CC1)CCCC(=O)O)(F)F